phthalimidyl tosylate S(=O)(=O)(ON1C(C=2C(C1=O)=CC=CC2)=O)C2=CC=C(C)C=C2